(±)-Trans-ethyl 2-(2-hydroxycyclopentyl)acetate O[C@H]1[C@@H](CCC1)CC(=O)OCC |r|